(S)-2-((((9H-fluoren-9-yl)methoxy)carbonyl)amino)-3-(7-(4-fluorophenyl)-1H-indol-3-yl)propanoic acid C1=CC=CC=2C3=CC=CC=C3C(C12)COC(=O)N[C@H](C(=O)O)CC1=CNC2=C(C=CC=C12)C1=CC=C(C=C1)F